CSC1=C(C(=O)O)C=CC(=C1)CCCCCCCC 2-(methylthio)-4-octylbenzoic acid